(R)-8-(8-((2,3-dihydrobenzofuran-5-yl)thio)imidazo[1,2-c]pyrimidin-5-yl)-8-azaspiro[4.5]decan-1-amine O1CCC2=C1C=CC(=C2)SC=2C=1N(C(=NC2)N2CCC3(CCC[C@H]3N)CC2)C=CN1